2-((2-((2-aminoethyl)(2-(2-oxoimidazolidin-1-yl)ethyl)amino)ethyl)amino)acetonitrile NCCN(CCNCC#N)CCN1C(NCC1)=O